4-(5-bromopyrazine-2-ylmethoxy)-5-cyclopropyl-3-(2,6-dichlorophenyl)isoxazole BrC=1N=CC(=NC1)COC=1C(=NOC1C1CC1)C1=C(C=CC=C1Cl)Cl